O1C=CC2=C1C=C(C=C2)C=2C=C1CN(CC1=CC2)C(=O)NC2=CNC1=CC=C(C=C21)F 5-(benzofuran-6-yl)-N-(5-fluoro-1H-indol-3-yl)isoindoline-2-carboxamide